2-((4-ethyl-2-(trifluoromethyl)pyrimidin-5-yl)sulfonyl)-6-(2-oxaspiro[3.3]heptan-6-yl)-2,6-diazaspiro[3.3]heptane C(C)C1=NC(=NC=C1S(=O)(=O)N1CC2(C1)CN(C2)C2CC1(COC1)C2)C(F)(F)F